2-(5-cyclopropyl-6-(3-methylpyrrolidin-3-yl)-7H-pyrrolo[2,3-c]pyridazin-3-yl)phenol C1(CC1)C1=C(NC=2N=NC(=CC21)C2=C(C=CC=C2)O)C2(CNCC2)C